C(C)(C)(C)OC(=O)N1N=C(C=2C1=NC=C(C2)Br)COC2=C(C=CC=C2)CC(=O)OCC 5-bromo-3-((2-(2-ethoxy-2-oxoethyl)phenoxy)methyl)-1H-pyrazolo[3,4-b]pyridine-1-carboxylic acid tert-butyl ester